N1C=C(C2=CC=CC=C12)C[C@@H](C)N (R)-1-(1H-indol-3-yl)propane-2-amine